trisdichloropropyl phosphate Phosphorus [P].P(=O)(OCCC(Cl)Cl)(OCCC(Cl)Cl)OCCC(Cl)Cl